O1[C@H](COCC1)C1COC2=C(N1)C(=CC(=C2)S(=O)(=O)N)[N+](=O)[O-] 3-[(2S)-1,4-dioxan-2-yl]-5-nitro-3,4-dihydro-2H-1,4-benzoxazine-7-sulfonamide